N-methyl-ethyl-amide C[N-]CC